(thiophen-2-yl)benzoic acid S1C(=CC=C1)C1=C(C(=O)O)C=CC=C1